C(CC=C)[C@]1(N\C(\N(C(C1)=O)[C@H]1[C@@H](COC2=CC=CC=C12)CCC(=O)O)=N/C(=O)OC(C)(C)C)CC 3-((3S,4S)-4-((R,E)-4-(but-3-en-1-yl)-2-((tert-butoxycarbonyl)imino)-4-ethyl-6-oxotetrahydropyrimidin-1(2H)-yl)chroman-3-yl)propanoic acid